CC=1C2=C(N=CN1)N(C(=C2C2=CC[C@@H](CC2)C(=O)N2CCCC2)C=2C(=NC(=NC2)C#C)C)C 5-{4,7-dimethyl-5-[(4R)-4-(pyrrolidine-1-carbonyl)cyclohex-1-en-1-yl]-7H-pyrrolo[2,3-d]pyrimidin-6-yl}-2-ethynyl-4-methylpyrimidine